2-Methyl-8-(2-(4-(trifluoromethyl)phenoxy)pyridin-3-yl)-3,4-dihydro-2H-benzo[b][1,4,5]oxathiazepine 1,1-dioxide CN1S(C2=C(OCC1)C=CC(=C2)C=2C(=NC=CC2)OC2=CC=C(C=C2)C(F)(F)F)(=O)=O